5-trifluoromethyl-2-fluorobenzeneboronic acid FC(C=1C=CC(=C(C1)B(O)O)F)(F)F